C(#N)C1=C(C(=NC(=C1)CC1=C(C=C(C=C1Cl)OC(F)(F)F)Cl)C(CCC(=O)O)=O)O 4-[4-Cyano-6-(2,6-dichloro-4-trifluoromethoxy-benzyl)-3-hydroxy-pyridin-2-yl]-4-oxo-butyric acid